N(C(=N)N)C1CC(C1)(C(=O)O)O 3-carbamimidamido-1-hydroxycyclobutane-1-carboxylic acid